ethyl (9Z)-21-[(dimethylamino)methyl]heptacos-9-enoate CN(C)CC(CCCCCCCCCC\C=C/CCCCCCCC(=O)OCC)CCCCCC